(1s,4s)-N1-(6'-Chloro-6-fluoro-[2,3'-bipyridin]-4'-yl)-N4-(2-fluoroethyl)cyclohexane-1,4-diamine ClC1=CC(=C(C=N1)C1=NC(=CC=C1)F)NC1CCC(CC1)NCCF